1-butyl-4-amino-1,2,4-triazole C(CCC)N1N=CN(C1)N